1-chloro-2-(fluoromethoxyl)-3-nitrobenzene ClC1=C(C(=CC=C1)[N+](=O)[O-])OCF